NC=1C=C(C=CC1)CCC(=O)OC methyl 3-aminobenzenepropionate